FC1([C@@H](CN(CC1)CC=1C=C2C(C(=COC2=C(C1)C)I)=O)C)F (R)-6-((4,4-difluoro-3-methylpiperidin-1-yl)methyl)-3-iodo-8-methyl-4H-chromen-4-one